C(C1=CC=CC=C1)N1C=C(C=2C1=NC=C(C2)C=2C(=NOC2C)C)C=2C=C(C(=O)O)C=CC2 3-(1-benzyl-5-(3,5-dimethylisoxazol-4-yl)-1H-pyrrolo[2,3-b]pyridin-3-yl)benzoic acid